C(C)N(CCO)CC di-ethylethanolamine